ClC=1C=C2C(=NC(=NC2=C(C1C1=C2C(=NNC2=CC=C1C)C)F)OCCN1CCC(CC1)F)N1C[C@H](N(C[C@@H]1C)C(C=C)=O)C 1-((2R,5S)-4-((S)-6-chloro-7-(3,5-dimethyl-1H-indazol-4-yl)-8-fluoro-2-(2-(4-fluoropiperidin-1-yl)ethoxy)quinazolin-4-yl)-2,5-dimethylpiperazin-1-yl)prop-2-en-1-one